2-((4-methyl-2-(methylsulfonyl)-5-nitrobenzyl)oxy)-tetrahydro-2H-pyran CC1=CC(=C(COC2OCCCC2)C=C1[N+](=O)[O-])S(=O)(=O)C